BrC=1C=C(C=C2C(N(C(S2)=NN=C2C(NC3=CC=C(C=C23)Cl)=O)C2=CC(=CC=C2)C(C)C)=O)C=CC1 3-(2-(5-(3-bromobenzylidene)-3-(3-isopropylphenyl)-4-oxothiazolidine-2-ylidene)hydrazono)-5-chloroindol-2-one